(R)-4-(5-(3-((2-((R)-3-carboxybutanoyl)-4-fluoro-6-methoxybenzo[b]thiophen-5-yl)oxy)propyl)-6-methoxybenzo[b]thiophen-2-yl)-2-methyl-4-oxobutanoic acid C(=O)(O)[C@@H](CC(=O)C1=CC2=C(S1)C=C(C(=C2F)OCCCC2=CC1=C(SC(=C1)C(C[C@H](C(=O)O)C)=O)C=C2OC)OC)C